1-(4-Cyclohexyl-3,4-dihydroquinoxalin-1(2H)-yl)-2-(pyrrolidin-1-yl)ethan-1-one C1(CCCCC1)N1CCN(C2=CC=CC=C12)C(CN1CCCC1)=O